FC(C(=O)O)(F)F.NC=1N=CC(=NC1C1=CN=CO1)C=1C=C(C=CC1C([2H])([2H])[2H])S(=O)(=O)NC12CCC(C1)(C2)C#N 3-(5-Amino-6-(oxazol-5-yl)pyrazin-2-yl)-N-(4-cyanobicyclo[2.1.1]hexan-1-yl)-4-(methyl-d3)benzenesulfonamide trifluoroacetate salt